ClC1=CC=C2C(=C(C(N(C2=C1)C1=CC=CC=C1)=O)NC(=O)NC1=CC=C(C=C1)OC)NC 1-(7-chloro-4-(methylamino)-2-oxo-1-phenyl-1,2-dihydro-quinolin-3-yl)-3-(4-methoxyphenyl)urea